N1C=CC2=CC=C(C=C12)NC(=O)N Indole-6-yl-urea